1-(4-CHLOROBENZYL)-1H-IMIDAZOLE-4,5-DICARBOXAMIDE ClC1=CC=C(CN2C=NC(=C2C(=O)N)C(=O)N)C=C1